8-(5-((4-(6-(1-(Difluoromethyl)-1H-pyrazol-4-yl)imidazo[1,2-a]pyridin-3-yl)pyrimidin-2-yl)amino)pyridin-2-yl)-2,8-diazaspiro[4.5]decan-1-one FC(N1N=CC(=C1)C=1C=CC=2N(C1)C(=CN2)C2=NC(=NC=C2)NC=2C=CC(=NC2)N2CCC1(CCNC1=O)CC2)F